FC1(CC(C1)CC(=O)NC(COC)C=1C=C(N=NC1)OC(NCC1=CC=C(C=C1)OC)=O)F (5-(1-(2-(3,3-difluorocyclobutyl)acetamido)-2-methoxyethyl)pyridazin-3-yl)(4-methoxybenzyl)carbamate